[Si](C1=CC=CC=C1)(C1=CC=CC=C1)(C(C)(C)C)OC[C@@H]1CC[C@]2(CCCN12)COC(C1=CC=CC=C1)(C1=CC=CC=C1)C1=CC=CC=C1 (3S,7aR)-3-(((tert-butyldiphenylsilyl)oxy)methyl)-7a-((trityloxy)methyl)hexahydro-1H-pyrrolizin